3-{2-[1-(trifluoromethyl)cyclopropyl]ethoxyl-1H-pyrazol-1-yl}-2λ6-thia-3,9,11-triazatetracyclo[17.2.2.111,14.05,10]tetracosa-1(21),5,7,9,19,22-hexaene-2,2,4-trione FC(C1(CC1)CCOC1=NN(C=C1)N1S(C2=CC=C(CCCCC3CCN(C4=NC=CC=C4C1=O)C3)C=C2)(=O)=O)(F)F